OCCN(C1CN(CC1)C=1C=C(C=CC1)N1C=NC(=C1)NC=1N=CC(=NC1)C#N)C 5-((1-(3-(3-((2-Hydroxyethyl)(methyl)amino)pyrrolidin-1-yl)phenyl)-1H-imidazol-4-yl)amino)pyrazine-2-carbonitrile